ClC1=CC(=C(C=C1)C1=NC(=NC2=NC(=C(N=C12)C)C)N1CC(OCC1)C=1C=NN(C1)C1CC1)F 4-[4-(4-chloro-2-fluoro-phenyl)-6,7-dimethyl-pteridin-2-yl]-2-(1-cyclopropylpyrazol-4-yl)morpholine